methyl 7-(1-(adamantan-1-ylmethyl)-5-methyl-1H-pyrazol-4-yl)-3-(4-(benzo[d]thiazol-2-ylamino)phenyl)imidazo[1,2-a]pyridine-8-carboxylate C12(CC3CC(CC(C1)C3)C2)CN2N=CC(=C2C)C2=C(C=3N(C=C2)C(=CN3)C3=CC=C(C=C3)NC=3SC2=C(N3)C=CC=C2)C(=O)OC